C(=O)O.C1(CC1)C1=NN(C(C=2N1C1=C(C2)C=CS1)=O)CC(=O)N[C@H]1CN(CCC1)C (R)-2-(8-cyclopropyl-5-oxothieno[3',2':4,5]pyrrolo[1,2-d][1,2,4]triazin-6(5H)-yl)-N-(1-methylpiperidin-3-yl)acetamide formate